mono-n-nonylzirconium trihydroxide [OH-].[OH-].[OH-].C(CCCCCCCC)[Zr+3]